C(C)(C)(C)S(=O)(=O)N1CC(CC1(C)C)=O 1-tert-butylsulfonyl-5,5-dimethyl-pyrrolidin-3-one